FC=1C=CC(=C(C1)C=1C(=NC(=NC1)C1=C(C=CC=C1OC)F)C(=O)N)N1[C@H](C[C@@H](C1)O)C (5-fluoro-2-((2S,4S)-4-hydroxy-2-methylpyrrolidin-1-yl)phenyl)-2-(2-fluoro-6-methoxyphenyl)pyrimidine-4-carboxamide